C12(CC3CC(CC(C1)C3)C2)CC(=O)NCCN2CCC(CC2)[C@H](C)N2C(=C(C3=CC=CC=C23)C(=O)NCC=2C(NC(=CC2OC)C)=O)C 1-((S)-1-(1-(2-(2-((3S,5S,7S)-adamantan-1-yl)acetamido)ethyl)piperidin-4-yl)ethyl)-N-((4-methoxy-6-methyl-2-oxo-1,2-dihydropyridin-3-yl)methyl)-2-methyl-1H-indole-3-carboxamide